5-methyl-2-(2-{[7-(5-methyl-1,2,4-oxadiazol-3-yl)isoquinolin-1-yl]amino}ethyl)-3H-imidazo[4,5-b]pyridine-6-carboxylic acid ethyl ester C(C)OC(=O)C=1C=C2C(=NC1C)NC(=N2)CCNC2=NC=CC1=CC=C(C=C21)C2=NOC(=N2)C